ClC1=C(C=CC=C1OC)C=1C(=C2C(=NC(=NN2C1)C=1N(C=CN1)C)O)C 6-(2-Chloro-3-methoxyphenyl)-5-methyl-2-(1-methyl-1H-imidazol-2-yl)pyrrolo[2,1-f][1,2,4]triazin-4-ol